methyl 2-(2,4-dimethoxybenzyl)-1-oxo-4-(o-tolyl)-1,2-dihydroisoquinoline-7-carboxylate COC1=C(CN2C(C3=CC(=CC=C3C(=C2)C2=C(C=CC=C2)C)C(=O)OC)=O)C=CC(=C1)OC